3-(1-benzyl-1H-indol-3-yl)-1H-indene-2-carbaldehyde C(C1=CC=CC=C1)N1C=C(C2=CC=CC=C12)C1=C(CC2=CC=CC=C12)C=O